ClC1=CC(=C(C=C1Cl)C(C(=O)N)C1CCNCC1)O 2-(4,5-dichloro-2-hydroxyphenyl)-2-(piperidin-4-yl)acetamide